(4-(2-chloro-4-fluorophenoxy)phenyl)-5-fluoro-6-(1H-tetrazol-5-yl)benzofuran-3-carboxamide ClC1=C(OC2=CC=C(C=C2)C=2OC3=C(C2C(=O)N)C=C(C(=C3)C3=NN=NN3)F)C=CC(=C1)F